CC=1C=C(C=CC1C)CC(=O)N1CC(OCC1)C1=NC2=CC=CC=C2C(=C1)C(=O)NCCO 2-(4-(2-(3,4-dimethylphenyl)acetyl)morpholin-2-yl)-N-(2-hydroxyethyl)quinoline-4-carboxamide